2-(5-bromo-2-fluorophenyl)-2-(5-(2-(3-fluoroazetidin-1-yl)ethyl)-2-oxo-4-(trifluoromethyl)pyridin-1(2H)-yl)acetic acid BrC=1C=CC(=C(C1)C(C(=O)O)N1C(C=C(C(=C1)CCN1CC(C1)F)C(F)(F)F)=O)F